5-((4-(((S)-2-hydroxy-1-phenylethyl)amino)-5-(3-(pyridin-2-yl)-1,2,4-oxadiazol-5-yl)pyrimidin-2-yl)amino)-3-methylisoindolin-1-one OC[C@H](C1=CC=CC=C1)NC1=NC(=NC=C1C1=NC(=NO1)C1=NC=CC=C1)NC=1C=C2C(NC(C2=CC1)=O)C